(2r,3s)-2-methylpyrrolidine-3-carboxylic acid methyl ester COC(=O)[C@@H]1[C@H](NCC1)C